O=C(C(=O)O)C1=C(C=CC=C1)O 2-oxo-2-(2-hydroxyphenyl)acetic acid